O.O.O.[Na].P(O)(O)=O.P(O)(O)=O bisphosphonic acid monosodium trihydrate